N,N'-Bis[(2-hydroxyphenyl)methylen]-1,2-diaminoethan OC1=C(C=CC=C1)C=NCCN=CC1=C(C=CC=C1)O